BrC1=C(C=C(C(=C1OC)C(C)C)OC)CO (2-Bromo-4-isopropyl-3,5-dimethoxyphenyl)methanol